1,1,1,3,3,3-hexafluoro-2-methylpropane FC(C(C(F)(F)F)C)(F)F